(2S,4R)-4-fluoro-N-(2-fluoro-3-(trifluoromethoxy)phenyl)pyrrolidine-2-carboxamide hydrochloride Cl.F[C@@H]1C[C@H](NC1)C(=O)NC1=C(C(=CC=C1)OC(F)(F)F)F